Cl.NC(C)C1=CC(=CC=2C=3N(C(=NC12)N1CCCCC1)C=C(N3)C#N)C 7-(1-aminoethyl)-9-methyl-5-(piperidin-1-yl)imidazo[1,2-c]quinazoline-2-carbonitrile, hydrochloride